(7R,9R,11S)-9-Tert-butyl-9-hydroxy-7-[(triethylsilyl)oxy]-3,5,12-trioxatetracyclo[6.6.0.01,11.04,8]tetradecane-2,6,13-trione C(C)(C)(C)[C@]1(C23[C@H](C(OC2OC(C32[C@H](C1)OC(C2)=O)=O)=O)O[Si](CC)(CC)CC)O